ClC=1C=C(C=CC1)C=1N=C(SC1)N 4-(3-chlorophenyl)thiazol-2-amine